ClC=1C(=CC=C2N=CC(=NC12)C=1C=NN(C1)CC1C2CN(C(C1)C2)C(=O)NC)OC=2C=CC1=C(NC(=N1)C)C2 5-((4-(8-chloro-7-((2-methyl-1H-benzo[d]imidazol-6-yl)oxy)quinoxalin-2-yl)-1H-pyrazol-1-yl)methyl)-N-methyl-2-azabicyclo[2.2.1]heptane-2-carboxamide